N=1NC=C2C=C(C=CC12)[C@@H]1N(C[C@H](CC1)C)C(=O)C1=CC=2C3=C(C(=NC2C=C1F)N)COC3 ((2R,5S)-2-(2H-indazol-5-yl)-5-methylpiperidin-1-yl)(4-amino-7-fluoro-1,3-dihydrofuro[3,4-c]quinolin-8-yl)methanone